ClC=1C(=C2C=NNC2=CC1Cl)C=1C(=NN(C1C)C1CC2(CN(C2)C(C=C)=O)C1)N1C(C[C@@H](CC1)CN1CCOCC1)(C)C (R)-1-(6-(4-(5,6-Dichloro-1H-indazol-4-yl)-3-(2,2-dimethyl-4-(morpholinomethyl)piperidin-1-yl)-5-methyl-1H-pyrazol-1-yl)-2-azaspiro[3.3]heptan-2-yl)prop-2-en-1-one